CNC1=C(C=C(C=C1)C(F)(F)F)NC(=O)C1=NC=C(C=C1SCC)C(F)(F)F 3-ethylsulfanyl-5-trifluoromethyl-pyridine-2-carboxylic acid (2-methylamino-5-trifluoromethyl-phenyl)-amide